ferrocenyl-dimethylsilane [C-]1(C=CC=C1)[SiH](C)C.[CH-]1C=CC=C1.[Fe+2]